(R)-N'-((3,3-dimethyl-1,2,3,5,6,7-hexahydrodicyclopenta[b,e]pyridin-8-yl)carbamoyl)-1-ethyl-1H-pyrazole-3-sulfonimidamide CC1(CCC=2C1=NC1=C(C2NC(=O)N=[S@](=O)(N)C2=NN(C=C2)CC)CCC1)C